ClC=1C=C2C(=CC=NC2=CN1)OC=1C=CC(=NC1)N 5-[(6-chloro-1,7-naphthyridin-4-yl)oxy]pyridin-2-amine